CN(C=1C(=CC(=C(C(=O)O)C1)F)C(NS(N(C)C)(=O)=O)=O)C 5-(dimethylamino)-4-((N,N-dimethylsulfamoyl)carbamoyl)-2-fluorobenzoic acid